NC1=NC=CC(=N1)C1=CC=C(C=C1)NC(C(=O)OCC)(C)C ethyl 2-((4-(2-aminopyrimidin-4-yl) phenyl) amino)-2-methylpropionate